4-morpholino-quinoline-3-carboxamide O1CCN(CC1)C1=C(C=NC2=CC=CC=C12)C(=O)N